C1(=CC=CC=C1)C1=C(C(=NN=N1)C1=C(C=CC=C1)C1=C(C=CC=2OC3=C(C21)C=CC=C3)C3=C(C=CC=C3)C3=CC=CC=C3)C3=CC=CC=C3 (diphenyltriazinyl)[(biphenyl-yl)dibenzofuranyl]benzene